NC1=NC=CC(=C1Cl)OC1=C(C=C(C=C1)NC(=O)C=1C=NN(C1C(F)(F)F)C1=NC=CC(=C1)Cl)F N-(4-((2-amino-3-chloropyridin-4-yl)oxy)-3-fluorophenyl)-1-(4-Chloropyridin-2-yl)-5-(trifluoromethyl)-1H-pyrazole-4-carboxamide